OC=1C=CC(=NC1)N1CCN(CC1)C(=O)C1CC(C1)C1=CC=CC=C1 [4-(5-Hydroxypyridin-2-yl)-piperazin-1-yl]-(3-phenylcyclobutyl)-methanone